1-(2-chloro-5-methoxyphenyl)-1H-imidazo[4,5-b]pyridin-2(3H)-one ClC1=C(C=C(C=C1)OC)N1C(NC2=NC=CC=C21)=O